1-(9H-fluoren-9-yl)-3-oxo-2,7,10,13-tetraoxa-4-azahexadecane-16-oic acid C1=CC=CC=2C3=CC=CC=C3C(C12)COC(NCCOCCOCCOCCC(=O)O)=O